4-(6-(2,5-difluorophenyl)-6-(1-methyl-2-oxo-1,2-dihydropyridin-3-yl)hex-1,3-diyn-1-yl)-3-(trifluoromethyl)pyrazolo[1,5-a]pyridine-5-carboxylic acid methyl ester COC(=O)C1=C(C=2N(C=C1)N=CC2C(F)(F)F)C#CC#CCC(C=2C(N(C=CC2)C)=O)C2=C(C=CC(=C2)F)F